C(C)N(C(SSC(N(CC)CC)=S)=S)CC Tetraethyl-thiuram disulphide